COC1=CC=C(CN(C2=CC(=C(C(=N2)C2=C(C(=C3C(NC=NC3=C2)=O)OCCNCC2=NC(=CC=C2)OC)Cl)C(F)(F)F)C)CC2=CC=C(C=C2)OC)C=C1 7-(6-(bis(4-methoxybenzyl)amino)-4-methyl-3-(trifluoromethyl)pyridin-2-yl)-6-chloro-5-(2-(((6-methoxypyridin-2-yl)methyl)amino)ethoxy)quinazolin-4(3H)-one